FC=1C=C2C(=CNC(C2=CC1F)=O)[C@@H](C)N(C(=O)NC1=C(C(=CC=C1)F)F)C (R)-1-(1-(6,7-difluoro-1-oxo-1,2-dihydroisoquinolin-4-yl)ethyl)-3-(2,3-difluorophenyl)-1-methylurea